ClC1=CC(=C(C=C1)C1=C(N(N=N1)C)CN1N=CC(=CC1=O)C=1C=NC(=C(C1)C)OCC)F 2-[[5-(4-chloro-2-fluoro-phenyl)-3-methyl-triazol-4-yl]methyl]-5-(6-ethoxy-5-methyl-3-pyridinyl)pyridazin-3-one